CC1CC2=C(N1)SC(=C2)C(=O)OC methyl 5-methyl-5,6-dihydro-4H-thieno[2,3-B]pyrrole-2-carboxylate